6-[4-[2-(cyclopropoxy)ethoxy]phenoxy]-1-methyl-indazole-5-carboxamide C1(CC1)OCCOC1=CC=C(OC2=C(C=C3C=NN(C3=C2)C)C(=O)N)C=C1